1,3-dimethylbenzimidazol-2-one CN1C(N(C2=C1C=CC=C2)C)=O